4-phenyl-oxazolidinone C1(=CC=CC=C1)C1NC(OC1)=O